6-bromo-5-fluoro-1-methylene-1,2,3,4-tetrahydronaphthalene BrC=1C(=C2CCCC(C2=CC1)=C)F